(3R)-1-[2-(1-phenyl-1H-pyrazol-4-yl)-1,3-thiazole-4-carbonyl]piperidin-3-amine C1(=CC=CC=C1)N1N=CC(=C1)C=1SC=C(N1)C(=O)N1C[C@@H](CCC1)N